alpha-hydroxycinnamic acid OC(C(=O)O)=CC1=CC=CC=C1